BrC1=C2C=C(NC2=C(C=C1C(F)(F)F)F)S(=O)(=O)C1CC1 4-bromo-2-(cyclopropylsulfonyl)-7-fluoro-5-(trifluoromethyl)-1H-indole